1-cyano-N-(2-methyl-3-(4,4,5,5-tetramethyl-1,3,2-dioxaborolan-2-yl)phenyl)cyclopropanecarboxamide C(#N)C1(CC1)C(=O)NC1=C(C(=CC=C1)B1OC(C(O1)(C)C)(C)C)C